5-bromo-3,4-dihydroisoquinoline-1,2(1H)-dicarboxylic acid-2-tert-butyl ester C(C)(C)(C)OC(=O)N1C(C2=CC=CC(=C2CC1)Br)C(=O)O